2-(1,4-dioxaspiro[4.5]decan-8-ylamino)phenol O1CCOC12CCC(CC2)NC2=C(C=CC=C2)O